(1-(1-(2-Hydroxyethyl)-4-(2-isopropylpyridin-3-yl)-2-methyl-1H-imidazol-5-yl)ethyl)carbamic acid tert-butyl ester C(C)(C)(C)OC(NC(C)C1=C(N=C(N1CCO)C)C=1C(=NC=CC1)C(C)C)=O